FC1(C2(C1)CC=1N(N=C(C1C1=C3C(=NC=C1)NN=C3)C3=CC=C(C=C3)F)C2)F 1',1'-difluoro-2-(4-fluorophenyl)-3-(1H-pyrazolo[3,4-b]pyridin-4-yl)spiro[4,6-dihydropyrrolo[1,2-b]pyrazole-5,2'-cyclopropane]